C1(=CC=CC=C1)C(C=1SC=CC1)C=1SC=CC1 phenylbis(thiophenyl)methane